ClC1=C(C(=CC(=C1F)Cl)Cl)CC(C)N(C(=O)C=1C(=NN(C1)C)C(F)F)OC 3-difluoromethyl-1-methyl-1H-pyrazole-4-carboxylic acid [2-(2,4,6-trichloro-3-fluorophenyl)-1-methyl-ethyl]-methoxy-amide